3-(5-(3,6-diazabicyclo[3.1.1]heptane-6-yl)-4,7-difluoro-1-oxoisoindoline-2-yl)piperidine C12CNCC(N1C=1C(=C3CN(C(C3=C(C1)F)=O)C1CNCCC1)F)C2